FC=1C=2N(C=CC1)N=C(C2)[C@@H]2N(CCC1=C2N=CN1)C1=CC=C(N=N1)C(=O)NC1(CC1)C (R)-6-(4-(4-fluoropyrazolo[1,5-a]pyridin-2-yl)-1,4,6,7-tetrahydro-5H-imidazo[4,5-c]pyridin-5-yl)-N-(1-methylcyclopropyl)pyridazine-3-carboxamide